3-ethylsulfonyl-N-methyl-2-[1-(2,2,3,3,3-pentafluoropropyl)pyrazolo[3,4-c]pyridin-5-yl]indazol-6-amine C(C)S(=O)(=O)C=1N(N=C2C=C(C=CC12)NC)C=1C=C2C(=CN1)N(N=C2)CC(C(F)(F)F)(F)F